4-(1-(4-amino-3,5-dibromophenyl)-1-methylethyl)-2,6-dibromophenol NC1=C(C=C(C=C1Br)C(C)(C)C1=CC(=C(C(=C1)Br)O)Br)Br